CC1(OC[C@@H](O1)C(=O)OC)C methyl (R)-(+)-2,2-Dimethyl-1,3-dioxolane-4-carboxylate